(E)-4-amino-N-(7-(2-fluorovinyl)isochroman-4-yl)-N,1-dimethyl-1H-pyrazolo[4,3-c]quinoline-8-carboxamide NC1=NC=2C=CC(=CC2C2=C1C=NN2C)C(=O)N(C)C2COCC1=CC(=CC=C21)\C=C\F